C(C)(C)(C)OC(=O)N1[C@@H]([C@H](C1)OC=1C=CC(=NC1)C(=O)OC)C methyl 5-{[(2R,3S)-1-(tert-butoxycarbonyl)-2-methylazetidin-3-yl]oxy}pyridine-2-carboxylate